5,6-difluoro-4-((triisopropylsilyl)oxy)naphthalene-2-ol FC1=C2C(=CC(=CC2=CC=C1F)O)O[Si](C(C)C)(C(C)C)C(C)C